C(CCCCCCC)C1=CC2=C(C=C1)C=1SC3=C(C1S2)C=CC(=C3)CCCCCCCC 2,7-Dioctyl[1]benzothieno[3,2-b][1]benzothiophene